2-isopropyl-6-(pyridin-4-yl)aniline C(C)(C)C1=C(N)C(=CC=C1)C1=CC=NC=C1